C1(CC1)C1=C(C(=O)N)C=C(C=N1)C1=C(C=C(C=C1)NC(C(O)C1=CC(=CC(=C1)F)F)=O)C cyclopropyl-5-(4-(2-(3,5-difluorophenyl)-2-hydroxyacetamido)-2-methylphenyl)nicotinamide